O1CCN(CC1)CC=1C=CC(=NC1)C1=CC2=NC=CC=C2S1 2-[5-(morpholinomethyl)pyridin-2-yl]thieno[3,2-b]pyridine